C(CC)[C@@]1(C[C@H](CC1)C1=CC(=CC=C1)C(F)(F)F)C(=O)O cis-1-propyl-3-(3-(trifluoromethyl)phenyl)cyclopentane-1-carboxylic acid